FC1=NC(=CC=C1C1=NN=C(S1)C(=O)OC)F methyl 5-(2,6-difluoro-3-pyridyl)-1,3,4-thiadiazole-2-carboxylate